CN1N=CC(=C1)C=1C(=NC=CN1)C1(CC(CCC1)N)N 3-(3-(1-methyl-1H-pyrazol-4-yl)pyrazin-2-yl)cyclohexane-1,3-diamine